BrC1=CC(=NC=C1)[C@@](CO[Si](C)(C)C(C)(C)C)(C)NC(OC(C)(C)C)=O |r| tert-butyl rac-(2-(4-bromopyridin-2-yl)-1-{{tert-butyldimethylsilyl}oxy}propan-2-yl)carbamate